C(C)N(C(=O)C1=C(C=CC(=C1)F)C1=CC(=CC=2N1C=NC2)[C@H]2CN(CC2)CC2CCC(CC2)NC(OC(C)(C)C)=O)C(C)C Tert-butyl N-[(1r,4r)-4-{[(3S)-3-(5-{2-[ethyl(isopropyl)carbamoyl]-4-fluorophenyl}imidazo[1,5-a]pyridin-7-yl)pyrrolidin-1-yl]methyl}cyclohexyl]carbamate